CS(C(O)=S)C methyl-dithio-carbonic acid methyl ester